FC1=CC=C(C=C1)N1C(=C(C2=C1C=C1C=NNC1=C2)C=2C=NC(=CC2)S(=O)(=O)C)C2CCOCC2 5-(4-fluorophenyl)-7-(6-methylsulfonyl-3-pyridyl)-6-tetrahydropyran-4-yl-1H-pyrrolo[2,3-f]indazole